C(C)(C)(C)OC(=O)N1CCC(CC1)C(C=1OC(=NN1)C=1C=NC=CC1)O 4-(Hydroxy(5-(pyridin-3-yl)-1,3,4-oxadiazol-2-yl)methyl)piperidine-1-carboxylic acid tert-butyl ester